(2R,5R)-2-(1-(4-bromophenyl)-3-(5-fluoropyridin-2-yl)-1H-pyrazol-4-yl)-5-methyl-3-(2-(2-oxo-2,3-dihydro-1H-benzo[d]imidazol-5-yl)ethyl)oxazolidin-4-one BrC1=CC=C(C=C1)N1N=C(C(=C1)[C@H]1O[C@@H](C(N1CCC1=CC2=C(NC(N2)=O)C=C1)=O)C)C1=NC=C(C=C1)F